2-methyl 1-(4-nitrophenyl)methyl (2s,3S)-3-methylaziridine-1,2-dicarboxylate C[C@H]1[C@H](N1C(=O)OCC1=CC=C(C=C1)[N+](=O)[O-])C(=O)OC